{4-[9-(morpholin-4-yl)-5,6,7,8-tetrahydroacridin-2-yl]pyridin-2-yl}cyclopropanecarboxamide N1(CCOCC1)C=1C=2CCCCC2N=C2C=CC(=CC12)C1=CC(=NC=C1)C1(CC1)C(=O)N